N-[3-Fluoro-4-[[6-methoxy-7-(2-methoxyethoxy)-1,5-naphthyridin-4-yl]oxy]phenyl]-5-(4-fluoro-2-methylphenyl)-4-hydroxy-2,6-dimethylpyridine-3-carboxamide FC=1C=C(C=CC1OC1=CC=NC2=CC(=C(N=C12)OC)OCCOC)NC(=O)C=1C(=NC(=C(C1O)C1=C(C=C(C=C1)F)C)C)C